4-chloro-5-(piperidine-1-carbonyl)pyridin-2(1H)-one ClC1=CC(NC=C1C(=O)N1CCCCC1)=O